5-(3-fluoro-1H-pyrazol-1-yl)-2-(7-(2,2,6,6-tetramethyl-1,2,3,6-tetrahydropyridin-4-yl)imidazo[1,2-a]pyrimidin-2-yl)pyridin-3-ol FC1=NN(C=C1)C=1C=C(C(=NC1)C=1N=C2N(C=CC(=N2)C=2CC(NC(C2)(C)C)(C)C)C1)O